NC1=C(C=C2CCN(CC2=C1)C(C(F)(F)F)=O)CC 1-(7-amino-6-ethyl-3,4-dihydro-1H-isoquinolin-2-yl)-2,2,2-trifluoro-ethanone